C(C=C)N(C1=C(C(=CC=C1N1N=NN=C1)Cl)F)CC=C N,N-diallyl-3-chloro-2-fluoro-6-(1H-tetrazol-1-yl)aniline